C(#N)C1=CC=C(C=C1)C1(CCN(CC1)C(=O)C=1C=CC(=C(C1)NC(=O)NCC1CCNCC1)C)F 1-(5-(4-(4-cyanophenyl)-4-fluoropiperidine-1-carbonyl)-2-methylphenyl)-3-(piperidin-4-ylmethyl)urea